(E)-3-(6-amino-pyridin-3-yl)-N-(2-(7-chloro-5-(4-(morpholine-4-carbonyl)phenyl)benzofuran-2-yl)ethyl)acrylamide NC1=CC=C(C=N1)/C=C/C(=O)NCCC=1OC2=C(C1)C=C(C=C2Cl)C2=CC=C(C=C2)C(=O)N2CCOCC2